tert-butyl (Z)-(2-((2-butylbenzo[d]oxazol-6-yl)methyl)-3-fluoroallyl)carbamate C(CCC)C=1OC2=C(N1)C=CC(=C2)C/C(/CNC(OC(C)(C)C)=O)=C/F